[Cl-].C(CCCCCCCCCCCCC)C=1N=C(NC1)C tetradecyl-methyl-imidazole chloride